[N+](=O)([O-])C1=CC=C(OC(=O)C=2C=C(C=CC2)C2SC3=C(CO2)C=CC=C3)C=C1 2-[3-(4-nitrophenoxycarbonyl)phenyl]-3,1-benzoxathiane